O1C=CC2=C1C=CC(=C2)C[C@H](C)N[S@@](=O)C(C)(C)C (S)-N-((S)-1-(benzofuran-5-yl)propan-2-yl)-2-methylpropan-2-sulfinamide